O1CC[C@@H]2[C@H]1OCC2N (3aS,6aR)-2,3,3a,4,5,6a-hexahydrofuro[2,3-b]furan-4-amine